8-phenylbenzo[d][1,2,3]triazin-4(3H)-one C1(=CC=CC=C1)C1=CC=CC2=C1N=NNC2=O